ethyl 2-(2-((5-(4,4,5,5-tetramethyl-1,3,2-dioxaborolan-2-yl)benzo[1,2-b:3,4-b']difuran-3-yl)methoxy)phenyl)acetate CC1(OB(OC1(C)C)C1=CC2=C(OC=C2COC2=C(C=CC=C2)CC(=O)OCC)C2=C1OC=C2)C